C(C)(C)(C)OC(=O)NC1CC(C1)C[C@H](CO)NC(OCC1=CC=CC=C1)=O Benzyl ((R)-1-((1R,3S)-3-((tert-butoxycarbonyl)amino)cyclobutyl)-3-hydroxypropan-2-yl)carbamate